C(CCCCCCCC#N)#N nonanedinitrile